C(C)(C)(C)OC(=O)N1CCC(CC1)N1CCCC1 4-(pyrrolidin-1-yl)piperidine-1-carboxylic acid tert-butyl ester